S1C(=NC2=C1C=CC=C2)NC(=O)C=2C=CC=C1CCN(CC21)C2=CC=C(C(=N2)C(=O)OC(C)(C)C)C2=C(C(=CC=C2)OCCCC2CCN(CC2)CC(=O)OCC)C tert-butyl 6-[8-(1,3-benzothiazol-2-ylcarbamoyl)-3,4-dihydro-1H-isoquinolin-2-yl]-3-[3-[3-[1-(2-ethoxy-2-oxo-ethyl)-4-piperidyl]propoxy]-2-methyl-phenyl]pyridine-2-carboxylate